(1R,2S,5S,6S)-N-{(1S)-1-Cyano-2-[(3S)-2-oxopyrrolidin-3-yl]ethyl}-6-(hydroxymethyl)-6-methyl-3-[3-methyl-N-(trifluoroacetyl)-L-valyl]-3-azabicyclo[3.1.0]hexane-2-carboxamide C(#N)[C@H](C[C@H]1C(NCC1)=O)NC(=O)[C@@H]1[C@H]2[C@@]([C@H]2CN1C([C@@H](NC(C(F)(F)F)=O)C(C)(C)C)=O)(C)CO